C(C1=CC=CC=C1)C1CCN(CC1)S(=O)(=O)C1=C(C=C(C=C1C)C)C 4-Benzyl-1-(mesitylsulfonyl)piperidine